2-Methylbutyl α-Acetoxyisobutyrate C(C)(=O)OC(C(=O)OCC(CC)C)(C)C